4-[2-[(6-vinyl-3-pyridyl)oxy]ethyl]morpholine C(=C)C1=CC=C(C=N1)OCCN1CCOCC1